3-(4-bromophenyl)azetidine-1-carboxylic acid tert-butyl ester C(C)(C)(C)OC(=O)N1CC(C1)C1=CC=C(C=C1)Br